CC(CO)C(C(C)(C)C)O 2,4,4-trimethyl-1,3-pentandiol